5-chloro-2-(2,3-dichlorophenyl)thiazolo[4,5-d]pyrimidine ClC=1N=CC2=C(N1)N=C(S2)C2=C(C(=CC=C2)Cl)Cl